methyl 8-(trans-4-methylcyclohexyl)-9-(((trifluoromethyl)sulfonyl)oxy)-6,7-dihydro-5H-benzo[7]annulene-3-carboxylate C[C@@H]1CC[C@H](CC1)C=1CCCC2=C(C1OS(=O)(=O)C(F)(F)F)C=CC(=C2)C(=O)OC